FC(OC1(CCC1)COCC(=O)NC12CC(C1)(C2)C=2OC(=NN2)C2(CCC2)OC(F)(F)F)(F)F 2-[[3-Cis-(trifluoromethoxy)cyclobutyl]methoxy]-N-[3-[5-[3-cis-(trifluoromethoxy)cyclobutyl]-1,3,4-oxadiazol-2-yl]-1-bicyclo[1.1.1]pentanyl]acetamide